[C@]12(C(=O)CC(CC1)C2(C)C)CS(=O)(=O)O (+)-(1s)-camphor-10-sulfonic acid